COC([C@H](C)N=P(=O)OC1=C(C=CC=C1)OC[C@H]1O[C@H]([C@]([C@@H]1O)(C)F)N1C2=NC(=NC(=C2N=C1)N1CCN(CC1)C)N)=O (S)-2-({(2r,3r,4r,5r)-5-[2-amino-6-(4-methyl-piperazin-1-yl)-purin-9-yl]-4-fluoro-3-hydroxy-4-methyl-tetrahydro-furan-2-ylmethoxy}-phenoxy-phosphorylamino)-propionic acid methyl ester